C(#N)C=1C2=C(SC1NC(CN1CCC(CC1)NC(=O)C1=CC=CC3=CC=CC=C13)=O)CCCC2 N-(1-(2-((3-cyano-4,5,6,7-tetrahydrobenzo[b]thiophen-2-yl)amino)-2-oxoethyl)piperidin-4-yl)-1-naphthamide